C1(CC1)CC(=O)NC[C@H]1CN(C2=C(O1)C=CC(=C2)C2=C(C=CC(=C2)F)F)S(=O)(=O)C2=CC(=CC=C2)C(F)(F)F (S)-2-cyclopropyl-N-((6-(2,5-difluorophenyl)-4-((3-(trifluoromethyl)phenyl)sulfonyl)-3,4-dihydro-2H-benzo[b][1,4]oxazin-2-yl)methyl)acetamide